C1=NC=C2C=CC=3C=NC=C4C3C2=C1C=C4 benzo[lmn][3,8]phenanthroline